(R)-3-((S)-6-(2-chloro-3,5-difluorophenyl)-4-((3-(trifluoromethyl)phenyl)sulfonyl)-3,4-dihydro-2H-benzo[b][1,4]oxazin-2-yl)-2-methylpropanoic acid ClC1=C(C=C(C=C1F)F)C1=CC2=C(O[C@H](CN2S(=O)(=O)C2=CC(=CC=C2)C(F)(F)F)C[C@H](C(=O)O)C)C=C1